tert-butyl (2S,4R)-2-(((2S,3S)-1-(cyclopropylamino)-6,6-difluoro-2-hydroxy-1-oxoheptan-3-yl)carbamoyl)-4-(trifluoromethyl)piperidine-1-carboxylate C1(CC1)NC([C@H]([C@H](CCC(C)(F)F)NC(=O)[C@H]1N(CC[C@H](C1)C(F)(F)F)C(=O)OC(C)(C)C)O)=O